C1(CC1)C=1N=NN(C1)[C@H](C(=O)N1[C@@H](C[C@H](C1)O)C(=O)NC1C(C1)(C)C1=CC(=C(C=C1)F)F)C(C)(C)C (2S,4r)-1-[(2S)-2-(4-cyclopropyl-triazol-1-yl)-3,3-dimethyl-butyryl]-N-[2-(3,4-difluorophenyl)-2-methyl-cyclopropyl]-4-hydroxy-pyrrolidine-2-carboxamide